(2-methoxyethoxy)-1H-indole COCCON1C=CC2=CC=CC=C12